hydrazo-bis-isobutyronitrile N(NC(C#N)(C)C)C(C#N)(C)C